1,2-distearoyl-sn-glycero-3-phosphate sodium salt [Na+].C(CCCCCCCCCCCCCCCCC)(=O)OC[C@@H](OC(CCCCCCCCCCCCCCCCC)=O)COP(=O)([O-])[O-].[Na+]